C(=C)C1=CC=C(CO)C=C1 p-vinyl-benzyl alcohol